2-amino-7-bromo-6-cyclopropyl-1-(6-fluoro-5-methyl-1-(tetrahydro-2H-pyran-2-yl)-1H-indazol-4-yl)-1H-pyrrolo[3,2-c]pyridine-3-carbonitrile NC1=C(C=2C=NC(=C(C2N1C1=C2C=NN(C2=CC(=C1C)F)C1OCCCC1)Br)C1CC1)C#N